1-iodo-4-methylpentan-3-one ICCC(C(C)C)=O